Methyl (3R,4S)-3-(5-(4-amino-5-(trifluoromethyl)pyrrolo[2,1-f][1,2,4]triazin-7-yl)-2-methoxynicotinamido)-4-fluoropyrrolidine-1-carboxylate NC1=NC=NN2C1=C(C=C2C=2C=NC(=C(C(=O)N[C@@H]1CN(C[C@@H]1F)C(=O)OC)C2)OC)C(F)(F)F